FC(OC1=NC=CC(=C1)N1CC(C1)CC(=O)N1CC=2N=C(N=C(C2C1C)OC)C#N)F 6-(2-(1-(2-(Difluoromethoxy)pyridin-4-yl)azetidin-3-yl)acetyl)-4-methoxy-5-methyl-6,7-dihydro-5H-pyrrolo[3,4-d]pyrimidine-2-carbonitrile